((((2,5-dioxopyrrolidin-1-yl) oxy) carbonyl) oxy)-3-methylazetidine-1-carboxylate O=C1N(C(CC1)=O)OC(=O)OC1N(CC1C)C(=O)[O-]